[(1s,3s)-3-Ethylsulfonamidocyclobutyl]methyl 4-methylbenzene-1-sulfonate CC1=CC=C(C=C1)S(=O)(=O)OCC1CC(C1)NS(=O)(=O)CC